CN1C(=NC2=C(C=C(C=C2C1=O)C)[C@H](C)NC1=C(C(=O)O)C=CC=C1)N1CC2(COC2)CCC1 (S)-2-((1-(3,6-dimethyl-4-oxo-2-(2-oxa-6-azaspiro[3.5]nonan-6-yl)-3,4-dihydroquinazolin-8-yl)ethyl)amino)benzoic acid